FC(C1=CC=C(CCNC2=NC=C(C=N2)C2=NNC(O2)=O)C=C1)(F)F 5-(2-((4-(trifluoromethyl)phenethyl)amino)pyrimidin-5-yl)-1,3,4-oxadiazol-2(3H)-one